[OH-].C1C=[NH+]C=2C=CC3=C(C12)C=CC=C3 1H-benz[e]indolium hydroxide